CN1CCN(CC1)N1C=CC=C1 1-(1-methylpiperazin-4-yl)-1H-pyrrole